ClC=1C=C(C=CC1Cl)N1CCC(CC1)SC=1N=NNC1C(=O)O 4-((1-(3,4-dichlorophenyl)piperidin-4-yl)thio)-1H-1,2,3-triazole-5-carboxylic acid